C1=CC=CC=2OC=3C=CC=C4OC=5C=CC=CC5N(C34)C12 5,9-dioxa-13b-aza-naphtho[3,2,1-de]anthracen